ClC1=CC=C(C=C1)C(C(=O)O)C1CCOCC1 2-(4-chlorophenyl)-2-tetrahydropyran-4-yl-acetic acid